(3,6-dibromo-9H-carbazol-9-yl)-2-(1,3-dioxoisoindolin-2-yl)propionic acid BrC=1C=CC=2N(C3=CC=C(C=C3C2C1)Br)C(C(=O)O)(C)N1C(C2=CC=CC=C2C1=O)=O